N-(3-bromophenyl)-2-(morpholinomethyl)thieno[3,2-d]pyrimidin-4-amine BrC=1C=C(C=CC1)NC=1C2=C(N=C(N1)CN1CCOCC1)C=CS2